N-(5-chloro-6-(difluoromethyl)pyridin-2-yl)-4-(1-methylpiperazin-2-yl)thiazol-2-amine ClC=1C=CC(=NC1C(F)F)NC=1SC=C(N1)C1N(CCNC1)C